2-[2-(aminomethyl)-3,3-difluoro-allyl]-4-[3-methyl-5-(3-methylsulfonylphenyl)-2-pyridyl]-1,2,4-triazol-3-one NCC(CN1N=CN(C1=O)C1=NC=C(C=C1C)C1=CC(=CC=C1)S(=O)(=O)C)=C(F)F